C(C)S1C(=C(C(=C1C#N)C)C(=O)OCCOC1=CC(=C(C(=C1)F)F)F)NC(=O)NC(C(=O)OC(C)(C)C)(C)C 2-(3,4,5-trifluorophenoxy)ethanol ethyl-2-(3-(1-(tert-butoxy)-2-methyl-1-oxoprop-2-yl)ureido)-5-cyano-4-methylthiophene-3-carboxylate